ClC1=NC(=NC(=C1)N1CCOCC1)NCC(C)(O)C 1-((4-chloro-6-morpholinopyrimidin-2-yl)amino)-2-methylpropan-2-ol